CN(S(=O)(=O)NC1=CC=C(C=C1)C=1C2=C(N=C(N1)NC(=O)C1CC1)NC=C2)C N-(4-(4-((N,N-dimethylsulfamoyl)amino)phenyl)-7H-pyrrolo[2,3-d]pyrimidin-2-yl)cyclopropylcarboxamide